C=C1C(NC2=CC=CC=C12)(C(=O)N)C1=NC=CC=C1 3-methylene-2-(pyridin-2-yl)indoline-2-carboxamide